NC1=C(C=CC(=C1)Br)N(CCO)C 2-((2-amino-4-bromophenyl)(methyl)amino)ethan-1-ol